COC(=O)N(C(=N)SC)C(=O)OC Bis(methoxycarbonyl)-S-methylisothiourea